C(C)OC(/C(=C/C(CCC1=C(C=CC=C1)C(F)(F)F)=O)/O)=O (Z)-2-hydroxy-4-oxo-6-(2-(trifluoromethyl)phenyl)hex-2-enoic acid ethyl ester